ClC1=C(C(=CC=C1)Cl)N1N=C(C(=C1)NC1=CC=C(C=C1)C(NCCN(CC)CC)=O)C(=O)N 1-(2,6-dichlorophenyl)-4-((4-((2-(diethylamino)ethyl)carbamoyl)phenyl)amino)-1H-pyrazole-3-carboxamide